N1(C=NC=C1)C1=CC=CC(=N1)C(=O)O 6-(imidazol-1-yl)pyridine-2-carboxylic acid